N'-(2-chloroacetyl)-6-methoxypyridine-2-carbohydrazide ClCC(=O)NNC(=O)C1=NC(=CC=C1)OC